CN(C1C(CC(CC1)NC=1N=CC2=C(N1)N(C(C(=C2)C2=CC(=C(C(=C2)F)NS(=O)(=O)CCC(F)(F)F)F)=O)C(C)C)F)C N-(4-(2-((4-(Dimethylamino)-3-fluorocyclohexyl)amino)-8-isopropyl-7-oxo-7,8-dihydropyrido[2,3-d]pyrimidin-6-yl)-2,6-difluorophenyl)-3,3,3-trifluoropropane-1-sulfonamide